ethyl 6-chloro-4-(5-cyano-2-methoxyphenyl)nicotinate ClC1=NC=C(C(=O)OCC)C(=C1)C1=C(C=CC(=C1)C#N)OC